(S)-(4-(difluoromethyl)oxazol-5-yl)(4-(5-methoxybenzo[d]oxazol-2-yl)-6,7-dihydro-1H-imidazo[4,5-c]pyridin-5(4H)-yl)methanone FC(C=1N=COC1C(=O)N1[C@@H](C2=C(CC1)NC=N2)C=2OC1=C(N2)C=C(C=C1)OC)F